1,3,5,7-adamantanetetrabenzoic acid C12(CC3(CC(CC(C1)(C3)C3=CC=CC=C3C(=O)O)(C2)C2=CC=CC=C2C(=O)O)C2=CC=CC=C2C(=O)O)C2=CC=CC=C2C(=O)O